C(C)OCOC1=C(C=C(C=C1B1OC(C(O1)(C)C)(C)C)C(C)(CC(C)(C)C)C)[Si](C)(C)C (2-(ethoxymethoxy)-3-(4,4,5,5-tetramethyl-1,3,2-dioxaborolan-2-yl)-5-(2,4,4-trimethylpentan-2-yl)phenyl)trimethylsilane